(R)-N-(2-methyl-1-((3-methylpyridin-2-yl)oxy)propan-2-yl)-2-((S)-1-methylpyrrolidin-2-yl)propanamide CC(COC1=NC=CC=C1C)(C)NC([C@H](C)[C@H]1N(CCC1)C)=O